NCC(=O)[O-].[Sn+4].NCC(=O)[O-].NCC(=O)[O-].NCC(=O)[O-] TIN glycinate